NC=1C(=C(C(=O)NC2=C(C=C(C=C2C(F)(F)F)C(C(F)(F)F)(C(F)(F)F)F)Br)C=CC1)F 3-amino-N-(2-bromo-4-(perfluoroprop-2-yl)-6-(trifluoromethyl)phenyl)-2-fluorobenzamide